CC1=C(C=CC(=C1C)[N+](=O)[O-])O 2,3-dimethyl-4-nitrophenol